ClC1=CC(=CC(=C1)\C=C\C1=CC=C(C=C1)Cl)Cl 1,3-dichloro-5-[(1E)-2-(4-chlorophenyl)ethenyl]-benzene